BrC=1C(=C(OCCCC2CCN(CC2)C(=O)OC(C)(C)C)C=CC1)C(F)(F)F tert-butyl 4-[3-[3-bromo-2-(trifluoromethyl)phenoxy]propyl]piperidine-1-carboxylate